C1(CC1)[C@H](C(C#C)=O)NC(OC(C)(C)C)=O tert-butyl (R)-(1-cyclopropyl-2-oxobut-3-yn-1-yl)carbamate